ClC1=C(C=CC=C1C1C(NC(CC1)=O)=O)C1=CC=C(C=C1)CC=1OC=CN1 3-(2-chloro-4'-(oxazol-2-ylmethyl)-[1,1'-biphenyl]-3-yl)piperidine-2,6-dione